(3R,7S)-2-(3,4-Dichlorobenzoyl)-N,3-dimethyl-10-oxo-9-(1-(2-(trifluoromethyl)pyrimidin-5-yl)ethyl)-1,2,3,4,7,8,9,10-octahydropyrido[4',3':3,4]pyrazolo[1,5-a]pyrazine-7-carboxamide ClC=1C=C(C(=O)N2CC=3C(=NN4C3C(N(C[C@H]4C(=O)NC)C(C)C=4C=NC(=NC4)C(F)(F)F)=O)C[C@H]2C)C=CC1Cl